5-[(1S)-1-(4-chlorophenoxy)ethyl]-1H-1,2,4-triazole ClC1=CC=C(O[C@@H](C)C2=NC=NN2)C=C1